7-Fluoro-5-(4-trifluoromethylbenzyl)-indolizine-3-carboxylic acid (1-phenylcyclopropyl)amide C1(=CC=CC=C1)C1(CC1)NC(=O)C1=CC=C2C=C(C=C(N12)CC1=CC=C(C=C1)C(F)(F)F)F